(S or R)-2-((6-chloro-2-(3-(dimethylamino)azetidin-1-yl)-8-fluoro-7-(3-hydroxynaphthalen-1-yl)quinazolin-4-yl)amino)acetimidamide diformate C(=O)O.C(=O)O.ClC=1C=C2C(=NC(=NC2=C(C1C1=CC(=CC2=CC=CC=C12)O)F)N1CC(C1)N(C)C)NCC(N)=N